(4-amino-4-methylpiperidin-1-yl)(5-(naphthalen-2-ylsulfanyl)furan-2-yl)methanone NC1(CCN(CC1)C(=O)C=1OC(=CC1)SC1=CC2=CC=CC=C2C=C1)C